6-cyano-N-(2,2,6-trifluoro-1,3-benzodioxol-5-yl)-1H-indole-3-sulfonamide C(#N)C1=CC=C2C(=CNC2=C1)S(=O)(=O)NC1=CC2=C(OC(O2)(F)F)C=C1F